NC(CC(=O)O)C(NC(C(=O)OC)CSC(C)(C)C)=O 3-amino-3-{[3-(tert-butylsulfanyl)-1-methoxy-1-oxopropan-2-yl]carbamoyl}propanoic acid